N[C@H]1C[C@H](CCC1)C(=O)NC1=NC=C(C(=C1)C1=C(C=C(C=C1)F)OC)F (1S,3R)-3-amino-N-(5-fluoro-4-(4-fluoro-2-methoxyphenyl)pyridin-2-yl)cyclohexanamide